5-((3,5-difluoro-2-methoxyphenyl)amino)-N-(2-fluorocyclopropyl)-7-(methylamino)pyrazolo[1,5-a]pyrimidine-3-carboxamide FC=1C(=C(C=C(C1)F)NC1=NC=2N(C(=C1)NC)N=CC2C(=O)NC2C(C2)F)OC